OC1=NC=NC2=CC=C(C=C12)C1CN(CCC1)C(=O)OC(C)(C)C tert-butyl 3-(4-hydroxyquinazolin-6-yl)piperidine-1-carboxylate